NN1C(C(=CC2=C(C=CC=C12)F)C1=NC2=C(N1)C=C(C=C2)N2CCN(CC2)C)=O 1-amino-5-fluoro-3-[6-(4-methyl-1-piperazinyl)-1H-benzimidazol-2-yl]-2(1H)-quinolinone